C=C=O Methylene ketone